OC1CC2(CN(C2)C(=O)OC(C)(C)C)CC1 tert-Butyl 6-hydroxy-2-azaspiro[3.4]octane-2-carboxylate